FC(F)(F)C1=NC(=NC=C1)N (TRIFLUORoMETHYL)PYRIMIDIN-2-AMIN